C1CCN(C1)P(=O)(N2CCCC2)N3CCCC3 tris(N,N-tetramethylene)phosphoric triamide